(R)-1-(2-bromo-4-(5-(4-cyclohexyl-3-(trifluoromethyl)phenyl)-1,2,4-oxadiazol-3-yl)benzyl)pyrrolidine-3-carboxylic acid BrC1=C(CN2C[C@@H](CC2)C(=O)O)C=CC(=C1)C1=NOC(=N1)C1=CC(=C(C=C1)C1CCCCC1)C(F)(F)F